8-acetyl-6-methyl-2-morpholino-3-(2,2,2-trifluoroethyl)quinazolin-4-one C(C)(=O)C=1C=C(C=C2C(N(C(=NC12)N1CCOCC1)CC(F)(F)F)=O)C